5-Phenyl-2-amino-1,3,4-thiadiazole C1(=CC=CC=C1)C1=NN=C(S1)N